4-[(5-methoxypyridin-2-yl)methoxy]phenol COC=1C=CC(=NC1)COC1=CC=C(C=C1)O